BrC=1C=C2C(\C(\COC2=CC1OC)=C(\C(=O)OCC)/O)=O (Z)-ethyl 2-(6-bromo-7-methoxy-4-oxochroman-3-ylidene)-2-hydroxyacetate